CC1=NN(C=C1NC1=NC=C(C(=N1)NCCCN1C(OCCCC1)=O)C(F)(F)F)C1CCN(CC1)C 3-(3-((2-((3-Methyl-1-(1-methylpiperidin-4-yl)-1H-pyrazol-4-yl)amino)-5-(trifluoromethyl)pyrimidin-4-yl)amino)propyl)-1,3-oxazepan-2-on